6-(5-methyl-1H-pyrazol-4-yl)-N-(4-(4-(3,3,3-trifluoropropyl)piperazin-1-yl)pyridin-2-yl)benzo-[d]thiazol-2-amine CC1=C(C=NN1)C1=CC2=C(N=C(S2)NC2=NC=CC(=C2)N2CCN(CC2)CCC(F)(F)F)C=C1